C(CCC)NC(C(C1=CC=CC=C1)=NO)=O N-butyl-2-(hydroxyimino)-2-phenylacetamide